P(O)(=O)OC[C@@H]1[C@H]([C@H]([C@@H](O1)N1C=NC=2C(N)=NC=NC12)O)O Adenosine 5'-monophosphonate